(S)-3-[1-METHYLPYRROLIDIN-2-YL]PYRIDIN CN1[C@@H](CCC1)C=1C=NC=CC1